COC1CCN(CC1)CCNC(OC(C)(C)C)=O tert-butyl (2-(4-methoxypiperidin-1-yl)ethyl)carbamate